N1=CC=CC2=CC(=CC=C12)N1C(=CC2=CC=CC=C12)CC=O (1-(quinolin-6-yl)-1H-indol-yl)acetaldehyde